FC(C)(F)C1(COCC2=C1OC(C1=C2C=C(S1)C=1C=NNC1)=O)O 4-(1,1-difluoroethyl)-4-hydroxy-8-(1H-pyrazol-4-yl)-3,4-dihydro-1H,6H-pyrano[4,3-b]thieno[3,2-d]pyran-6-one